tert-Butyl (2-(3-((3R,4R)-3-fluoro-4-hydroxypyrrolidine-1-carbonyl)phenoxy)-6-(trifluoromethyl)pyridin-4-yl)methylcarbamate F[C@@H]1CN(C[C@H]1O)C(=O)C=1C=C(OC2=NC(=CC(=C2)CNC(OC(C)(C)C)=O)C(F)(F)F)C=CC1